Methyl 2-[methyl(pyridin-2-ylmethyl)amino]-1,3-thiazole-4-carboxylate CN(C=1SC=C(N1)C(=O)OC)CC1=NC=CC=C1